C(C)(C)(C)C=1C=C(C=C(C1O)C(C)(C)C)CCC(=O)NNC(CCC1=CC(=C(C(=C1)C(C)(C)C)O)C(C)(C)C)=O bis(3,5-di-tert-butyl-4-hydroxyphenyl-propionyl)hydrazine